ClC1=CC(=C(C=C1)C1=CC=C(C(=C1)N)Cl)N 4,4'-dichloro-2,5'-diaminobiphenyl